C(C)OC(=O)C=1N=C(SC1)C1(CCC1)C=1C=NC=CC1 2-(1-(pyridin-3-yl)cyclobutyl)thiazole-4-carboxylic acid ethyl ester